N1(N=CC=C1)C=1C=C(CN(C=2OC=C(N2)CN2CCOCC2)CC2=CC(=CC=C2)OC)C=CC1 N-(3-(1H-pyrazol-1-yl)benzyl)-N-(3-methoxybenzyl)-4-(morpholinomethyl)oxazol-2-amine